The molecule is an organic heterotetracyclic compound that is the 9- epimer of 4'-demethylpodophyllotoxin. It has a role as an antineoplastic agent. It is a furonaphthodioxole, an organic heterotetracyclic compound and a member of phenols. COC1=CC(=CC(=C1O)OC)[C@H]2[C@@H]3[C@H](COC3=O)[C@@H](C4=CC5=C(C=C24)OCO5)O